ClC=1C=C(C=C(C1)Cl)C[C@@H](C(=O)O)NC(=O)OCC1C2=CC=CC=C2C=2C=CC=CC12 (2S)-3-(3,5-dichlorophenyl)-2-(9H-fluoren-9-ylmethoxycarbonylamino)propionic acid